O1COC2=C1C=CC(=C2)CC[C@@H]2OC(C=C(C2)OC)=O (2S)-2-[2-(1,3-benzodioxol-5-yl)ethyl]-4-methoxy-2,3-dihydropyran-6-one